2,4-dinitro-6-amino-benzoic acid [N+](=O)([O-])C1=C(C(=O)O)C(=CC(=C1)[N+](=O)[O-])N